N-(2-(difluoromethoxy)-4-fluoro-5-nitrophenyl)-4-(1H-indol-3-yl)pyrimidin-2-amine FC(OC1=C(C=C(C(=C1)F)[N+](=O)[O-])NC1=NC=CC(=N1)C1=CNC2=CC=CC=C12)F